[6-(3-cyclopropyl-1,2,4-triazol-1-yl)-2-azaspiro[3.3]heptan-2-yl]-(2-pyrrolidin-1-ylsulfonyl-2,6-diazaspiro[3.3]heptan-6-yl)methanone C1(CC1)C1=NN(C=N1)C1CC2(CN(C2)C(=O)N2CC3(CN(C3)S(=O)(=O)N3CCCC3)C2)C1